Cl.C(C1=CC=CC=C1)N1CC=2C(=C(N=C(C2CC1)N1C[C@H]2CC[C@@H](C1)N2)OCC2(CC2)CN2CCOCC2)C#N 6-benzyl-1-((1r,5s)-3,8-diazabicyclo[3.2.1]oct-3-yl)-3-((1-(morpholinomethyl)cyclopropyl)methoxy)-5,6,7,8-tetrahydro-2,6-naphthyridine-4-carbonitrile hydrochloride